C12N(CC(CC1)CC2)C(=O)C=2C1=C(N(N2)CC(=O)N2CCN(CC2)C2=C(C(=CC=C2)C)C)CCC1 2-[3-(2-azabicyclo[2.2.2]octane-2-carbonyl)-5,6-dihydrocyclopenta[c]pyrazol-1(4H)-yl]-1-[4-(2,3-dimethylphenyl)piperazin-1-yl]ethan-1-one